5-[[2-[(2S,5R)-2-(4-fluoro-3-methyl-phenyl)-5-methyl-1-piperidyl]-2-oxo-acetyl]amino]pyridine-3-carboxamide FC1=C(C=C(C=C1)[C@H]1N(C[C@@H](CC1)C)C(C(=O)NC=1C=C(C=NC1)C(=O)N)=O)C